1-cyclopropyl-7-methyl-1,5-dihydro-4H-pyrazolo[3,4-d]pyridazin-4-one C1(CC1)N1N=CC2=C1C(=NNC2=O)C